CC(C)(C)C1=CC=C(C=C1)N(C)C N,N-Dimethyl-4-t-butylaniline